phosphoric acid (2-hydroxyethyl)methacrylate OCCOC(C(=C)C)=O.P(O)(O)(O)=O